Tert-butyl 4-(5-(4-cyanopyridin-2-yl)-1-methyl-1H-pyrrolo[2,3-c]pyridine-2-carbonyl)piperazine-1-carboxylate C(#N)C1=CC(=NC=C1)C=1C=C2C(=CN1)N(C(=C2)C(=O)N2CCN(CC2)C(=O)OC(C)(C)C)C